1-(2-((4,4-difluorocyclohexyl)amino)-6-(3-methyl-1H-pyrazol-1-yl)pyridin-4-yl)but-3-yn-1-ol FC1(CCC(CC1)NC1=NC(=CC(=C1)C(CC#C)O)N1N=C(C=C1)C)F